CS(=O)(=O)C=1C=CC(=NC1)C(=O)[O-] 5-methylsulfonyl-pyridine-2-carboxylate